5-(4-((1-(5-((3-((2,6-dimethylphenyl)amino)-1-methyl-1H-pyrazolo[3,4-d]pyrimidine-6-yl)amino)pyridin-2-yl)piperidin-4-yl)methyl)piperazin-1-yl)-2-(2,6-dioxopiperidin-3-yl)isoindolin CC1=C(C(=CC=C1)C)NC1=NN(C2=NC(=NC=C21)NC=2C=CC(=NC2)N2CCC(CC2)CN2CCN(CC2)C=2C=C1CN(CC1=CC2)C2C(NC(CC2)=O)=O)C